piperazin-1-yl-(tetrahydrofuran-3-yl)methanone N1(CCNCC1)C(=O)C1COCC1